C1(CC1)C1=NC=CC(=C1)C1=NOC(=C1)[C@@H](C)NC(=O)C1=CC(=NN1C)C(F)(F)F (R)-N-(1-(3-(2-cyclopropylpyridin-4-yl)isoxazol-5-yl)ethyl)-1-methyl-3-(trifluoromethyl)-1H-pyrazole-5-carboxamide